CC1(CCC(=CC1)C=1C(=CC=C(C1)N1CCN(CC1)C)N)C 4',4'-Dimethyl-5-(4-methylpiperazin-1-yl)-2',3',4',5'-tetrahydro-[1,1'-biphenyl]-2-amine